C(=O)O.FC=1C=2N(C=C(C1)C1=NC=C(C=N1)C(=O)N)C=C(N2)C (8-fluorO-2-methylimidazo[1,2-a]pyridin-6-yl)pyrimidine-5-carboxamide formate